ClC=1C=C(C=C(C1)Cl)N1CCN(CC1)S(=O)(=O)C1=CC=C(N)C=C1 4-[4-(3,5-dichlorophenyl)-piperazin-1-yl]sulfonylaniline